2,8,9-Trimethyl-2,5,8,9-tetraza-1-phosphabicyclo[3.3.3]undecane CN1P2N(CCN(CC1)CCN2C)C